N-(2-aminoethyl)-N'-(5-amino-3-azapentyl)piperazine NCCN1CCN(CC1)CCNCCN